(2,5-dioxopyrrolidin-1-yl) 4-acetylthiobutyrate C(C)(=O)CCCC(=S)ON1C(CCC1=O)=O